ClC1=CNC=2N=C(N=C(C21)NCCS(=O)(=O)C)NC2=CC=C(C1=C2OCCO1)C(=O)N1CCOCC1 (8-((5-chloro-4-((2-(methylsulfonyl)ethyl)amino)-7H-pyrrolo[2,3-d]pyrimidin-2-yl)amino)-2,3-dihydrobenzo[b][1,4]dioxin-5-yl)(morpholino)methanone